ClC=1C=C(C=CC1)C(=O)N1CCCC2=CC(=CC=C12)[C@@H](C(=O)NC1=CC=C(C=C1)F)C (2S)-2-[1-(3-chlorobenzene-1-carbonyl)-1,2,3,4-tetrahydroquinolin-6-yl]-N-(4-fluorophenyl)propanamide